N-(4-((2-amino-3-chloropyridin-4-yl)oxy)-3-fluorophenyl)-1-phenyl-5-(trifluoromethyl)-1H-pyrazole-4-carboxamide NC1=NC=CC(=C1Cl)OC1=C(C=C(C=C1)NC(=O)C=1C=NN(C1C(F)(F)F)C1=CC=CC=C1)F